tert-butyl (S)-(1-(4-(4-(3-(4-(4-chloro-7,7-dimethyl-5-oxo-5,7-dihydroindolo[1,2-a]quinazolin-9-yl)piperidin-1-yl)prop-1-yn-1-yl)thiazol-5-yl)phenyl)ethyl)carbamate ClC=1C=2C(N=C3N(C2C=CC1)C1=CC=C(C=C1C3(C)C)C3CCN(CC3)CC#CC=3N=CSC3C3=CC=C(C=C3)[C@H](C)NC(OC(C)(C)C)=O)=O